C(#N)C1=CNC2=C(C=CC(=C12)C)NS(=O)(=O)C=1C=NN(C1)CCC(C)O N-(3-cyano-4-methyl-1H-indol-7-yl)-1-(3-hydroxybutyl)pyrazole-4-sulfonamide